N-(2-(4-benzylpiperidin-1-yl)ethyl)-N-(4-methoxyphenyl)propanamide C(C1=CC=CC=C1)C1CCN(CC1)CCN(C(CC)=O)C1=CC=C(C=C1)OC